C1(CC1)N1N=C(N=C1)C=1C(=C(C=C(C1)F)NC1=CC=NC=C1C(=O)NCC)OC 4-((3-(1-cyclopropyl-1H-1,2,4-triazol-3-yl)-5-fluoro-2-methoxyphenyl)amino)-N-ethylnicotinamide